C(C)OC(=O)C1(CCN(CC1)C1=C(C=C(C=C1)C(F)(F)F)C#N)C1=NC=C(N=C1)C=1C(=NC=CC1)OCC 1-[2-cyano-4-(trifluoromethyl)phenyl]-4-[5-(2-ethoxypyridin-3-yl)pyrazin-2-yl]piperidine-4-carboxylic acid ethyl ester